BrC=1C=C2CCN(CC2=CC1)C1CN(C1)C(=O)OCCCC butyl 3-(6-bromo-3,4-dihydroisoquinolin-2(1H)-yl)azetidine-1-carboxylate